tert-Butyl ((1S,3S,4S)-3-azido-4-hydroxycyclopentyl)carbamate N(=[N+]=[N-])[C@H]1C[C@@H](C[C@@H]1O)NC(OC(C)(C)C)=O